CN1C(=NC(=C1)NC(CCNC(=O)C=1N(C=C(C1)NC(=O)C=1N(C=CN1)C)C)=O)C(=O)O 1-methyl-4-(3-{[1-methyl-4-(1-methylimidazole-2-amido)pyrrol-2-yl]formamido}propanamido)imidazole-2-carboxylic acid